FC1(CC2CCCN2C1)F 2,2-difluoro-tetrahydro-1H-pyrrolizin